tris-n-butylborane C(CCC)B(CCCC)CCCC